CC(C)S(=O)(=O)O 2-propanesulfonic Acid